dioxaborinanone O1OBC(CC1)=O